O1COC2C1=CC=C2C(=O)[O-] cyclopenta[d][1,3]dioxole-4-carboxylate